ClC1=NC(=C2NC(N(C2=N1)CC1=CC=C(C=C1)C=1N(C=C(N1)C(F)(F)F)C)=O)Cl 2,6-dichloro-9-(4-(1-methyl-4-(trifluoromethyl)-1H-imidazol-2-yl)benzyl)-7,9-dihydro-8H-purin-8-one